N1=C(C=CC=C1)N1N=CC(=C1C(F)(F)F)NC(OC(C)(C)C)=O tertbutyl N-[1-(pyridin-2-yl)-5-(trifluoromethyl)-1H-pyrazol-4-yl]carbamate